(3R,4S,5S,6R)-6-[[(2S,3R,4S,5R,6R)-3,4,5-trihydroxy-6-(hydroxymethyl)oxan-2-yl]oxymethyl]oxane-2,3,4,5-tetrol O[C@H]1[C@H](O[C@@H]([C@@H]([C@@H]1O)O)CO)OC[C@@H]1[C@H]([C@@H]([C@H](C(O1)O)O)O)O